(S)-22-(tert-butoxycarbonyl)-41,41-dimethyl-10,19,24,39-tetraoxo-3,6,12,15,40-pentaoxa-9,18,23-triazadotetracontanoic acid C(C)(C)(C)OC(=O)[C@H](CCC(NCCOCCOCC(NCCOCCOCC(=O)O)=O)=O)NC(CCCCCCCCCCCCCCC(OC(C)(C)C)=O)=O